[Si](C)(C)(C(C)(C)C)OC=1C=C(C=CC1C1OCCO1)CCNC(OCC1=CC=CC=C1)=O benzyl N-(2-{3-[(tert-butyldimethylsilyl)oxy]-4-(1,3-dioxolan-2-yl)phenyl}ethyl)carbamate